FC1(CC=C(CC1)C1=C(C=C2C(=NC(N3C2=C1SCC(C3)C3=NC=CC=C3)=O)N3CC(N(C(C3)C)C(=O)[O-])C)C(F)(F)F)F 4-(11-(4,4-difluorocyclohex-1-en-1-yl)-6-oxo-3-(pyridin-2-yl)-10-(trifluoromethyl)-3,4-dihydro-2H,6H-[1,4]thiazepino[2,3,4-ij]quinazolin-8-yl)-2,6-dimethylpiperazine-1-carboxylate